4-(Benzyl(ethyl)amino)-N-((1,2,3,5,6,7-hexahydro-s-indacen-4-yl)carbamoyl)butane-1-sulfonamide, potassium salt [K].C(C1=CC=CC=C1)N(CCCCS(=O)(=O)NC(NC1=C2CCCC2=CC=2CCCC12)=O)CC